C1(=CC=CC=C1)C=1N=C(N=NC1C1=CC=CC=C1)N(CCCCCC(=O)O)C(C)C 6-((5,6-diphenyl-1,2,4-triazin-3-yl)(isopropyl)amino)hexanoic acid